3-azaBenzyl spiro[5.5]undecane-3-carboxylate C1CC(CCC12CCCCC2)C(=O)OCC2=CN=CC=C2